N-(8-quinolinyl)-2-naphthamide N1=CC=CC2=CC=CC(=C12)NC(=O)C1=CC2=CC=CC=C2C=C1